N-(3-chloro-4-fluorophenyl)-7-fluoro-2-methyl-1H-indol-4-amine ClC=1C=C(C=CC1F)NC=1C=2C=C(NC2C(=CC1)F)C